1-(benzyloxy)-2-fluoro-4-(4-methylene-cyclohexyl)benzene C(C1=CC=CC=C1)OC1=C(C=C(C=C1)C1CCC(CC1)=C)F